FC(CC(=O)N[C@H]1C(O)O[C@@H]([C@@H]([C@@H]1O)O)CO)F N-difluoropropionyl-galactosamine